(1R)-1-(1-naphthyl)ethyl-3-(1-piperidinyl)benzamide C1(=CC=CC2=CC=CC=C12)[C@@H](C)C1=C(C(=O)N)C=CC=C1N1CCCCC1